FCCOC1=CC(=NC=C1)C=1N=C(C2=C(N1)CCC2)N(CC(=O)NC=2C=NN(C2)C)C 2-({2-[4-(2-fluoroethoxy)pyridin-2-yl]-5H,6H,7H-cyclopenta[d]pyrimidin-4-yl}(methyl)amino)-N-(1-methyl-1H-pyrazol-4-yl)acetamide